tert-Butyl (1-(3-(5-formylthiophen-2-yl)phenyl)ethyl)carbamate C(=O)C1=CC=C(S1)C=1C=C(C=CC1)C(C)NC(OC(C)(C)C)=O